ClC=1C=C(C=C(C1)Cl)S(=O)(=O)N1[C@@H](CCC1)C(=O)N[C@H](C(=O)OC)CC1=CC=C(C=C1)C1=C(C=C(C=C1OC)CO)OC methyl (2S)-2-[[(2S)-1-(3,5-dichlorophenyl)sulfonylpyrrolidine-2-carbonyl]amino]-3-[4-[4-(hydroxymethyl)-2,6-dimethoxy-phenyl]phenyl]propanoate